(1-(Naphthalen-1-yl)ethylidene)hydrazine C1(=CC=CC2=CC=CC=C12)C(C)=NN